C(CCCCCCC\C=C/CCCCCCCC)OC(C=O)COCCCCCCCC\C=C/CCCCCCCC 2,3-bis[(Z)-octadec-9-enoxy]propanal